FC=1C(=NC=CC1CC=1C=NC=C(C1C)OC1=CC(=C(C=C1)C)F)NS(NC)(=O)=O 3-fluoro-4-[[5-(3-fluoro-4-methyl-phenoxy)-4-methyl-3-pyridyl]methyl]-N-(methylsulfamoyl)pyridin-2-amine